alpha-hydroxytetradecyl-nonanoic acid OC(CCCCCCCCCCCCC)C(C(=O)O)CCCCCCC